CS(=O)(=O)CCC(=O)C1=CC=C(OC[C@@H]2CN(C[C@H]2C)CCC=2C=C(C#N)C=CC2)C=C1 3-{2-[(3s,4s)-3-{[4-(3-methylsulfonylpropionyl)phenoxy]methyl}-4-methylpyrrolidin-1-yl]ethyl}benzonitrile